1-butyl-3-styrylimidazolium C(CCC)N1C=[N+](C=C1)C=CC1=CC=CC=C1